BrC1=CC=C(C=C1)C1=CC=C(C=C1)C=1N=C2N(C=CC=C2)C1 2-(4'-bromobiphenyl-4-yl)imidazo[1,2-a]pyridine